5-methyl-pyrrolidine-3-carboxylic acid hydrochloride Cl.CC1CC(CN1)C(=O)O